(S)-2-(2-(3,6-dihydro-2H-pyran-4-yl)phenyl)pyrrolidine-1-carboxylic acid tert-butyl ester C(C)(C)(C)OC(=O)N1[C@@H](CCC1)C1=C(C=CC=C1)C=1CCOCC1